F[C@H]1C[C@H](N2N=C(N=C21)[C@@H](F)C2CC2)C2=CC=CC=C2 |&1:9| (5S,7S)-7-fluoro-5-phenyl-2-[rac-(S)-cyclopropyl(fluoro)methyl]-6,7-dihydro-5H-pyrrolo[1,2-b][1,2,4]triazole